Oxalic acid anilide C(C(=O)O)(=O)NC1=CC=CC=C1